3-(3,4-dihydro-2H-1,5-benzodioxepin-7-ylsulfanyl)isonicotinic acid O1CCCOC2=C1C=CC(=C2)SC2=C(C(=O)O)C=CN=C2